N-(4-fluoro-3-methylphenyl)-5-(2-(((1r,4r)-4-hydroxy-4-methylcyclohexyl)amino)-2-oxoacetyl)-1,2,4-trimethyl-1H-pyrrole-3-carboxamide FC1=C(C=C(C=C1)NC(=O)C1=C(N(C(=C1C)C(C(=O)NC1CCC(CC1)(C)O)=O)C)C)C